C(C)OC(=O)C1=NOC(C1)(C1=CC=CC=C1)C1=CC=CC=C1 4,5-dihydro-5,5-diphenyl-3-isoxazolecarboxylic acid ethyl ester